2-(tert-butyl)benzo[d][1,2]selenazol-3(2H)-one C(C)(C)(C)N1[Se]C2=C(C1=O)C=CC=C2